ClC=1C=C(C=CC1F)C(C=1NC(=C(N1)S(=O)(=O)N)COC)OCC1CC(C1)(F)F 2-[(3-chloro-4-fluorophenyl)-[(3,3-difluorocyclobutyl)methoxy]methyl]-5-(methoxymethyl)-1H-imidazole-4-sulfonamide